N-phenyl-o-iodobenzamide C1(=CC=CC=C1)NC(C1=C(C=CC=C1)I)=O